p-dihydrocoumaryl-CoA C(\C=C\C1C=CC(C=C1)O)(=O)SCCNC(CCNC([C@@H](C(COP(OP(OC[C@@H]1[C@H]([C@H]([C@@H](O1)N1C=NC=2C(N)=NC=NC12)O)OP(=O)(O)O)(=O)O)(=O)O)(C)C)O)=O)=O